NC1=C2C(=NC=N1)N(N=C2C2=CC=C(C=C2)OC2=CC=CC=C2)C2CCN(CC2)C(CCCCCSC2=C1CN(C(C1=CC=C2)=O)C2C(NC(CC2)=O)=O)=O 3-(4-((6-(4-(4-amino-3-(4-phenoxyphenyl)-1H-pyrazolo[3,4-d]pyrimidin-1-yl)piperidin-1-yl)-6-oxohexyl)thio)-1-oxoisoindoline-2-yl)piperidine-2,6-dione